COCP(OC(C)C)(F)=O Methoxy-sarin